FC=1C=C(CNC=2C=C3C(=NN(C3=CC2)C2OCCCC2)C2=NC3=C(N2COCC[Si](C)(C)C)CNC3)C=C(C1)F 2-(5-((3,5-difluorobenzyl)amino)-1-(tetrahydro-2H-pyran-2-yl)-1H-indazole-3-yl)-1-((2-(trimethylsilyl)ethoxy)methyl)-4,6-dihydropyrrolo[3,4-d]imidazole